2-ethyl-N-[6-[4-(4-fluoro-3-methyl-tetrahydrofuran-3-yl)piperazin-1-yl]-7-methyl-3-isoquinolinyl]-3-(1-methylpyrazol-4-yl)cyclopropanecarboxamide C(C)C1C(C1C=1C=NN(C1)C)C(=O)NC=1N=CC2=CC(=C(C=C2C1)N1CCN(CC1)C1(COCC1F)C)C